2-tert-butylcyclohexan-1-one C(C)(C)(C)C1C(CCCC1)=O